benzene-1,4-dicarboxylate C1(=CC=C(C=C1)C(=O)[O-])C(=O)[O-]